O=C1N(N=C(C=C1C(=O)NCC(C(F)(F)F)O)C1=CC=C(C=C1)C(F)(F)F)C=1C=NC=CC1 3-oxo-2-(pyridin-3-yl)-N-(3,3,3-trifluoro-2-hydroxypropyl)-6-[4-(trifluoromethyl)phenyl]-2,3-dihydropyridazine-4-carboxamide